4-(5-(3-Ethoxy-4-methoxyphenyl)-6-methylpyridin-3-yl)-1,2-oxaborolan-2-ol C(C)OC=1C=C(C=CC1OC)C=1C=C(C=NC1C)C1CB(OC1)O